n-undecyl-acetophenone C(CCCCCCCCCC)CC(=O)C1=CC=CC=C1